C1=C(C(=CC2=CC(=C(C=C12)C#N)C#N)C#N)C#N 2,3,6,7-naphthalenetetra-carbonitrile